FC1([C@H](CN(CC1)C1=NC2=CC(=CC=C2C=C1C(=O)NC1=CC(=NC=C1)S(N)(=O)=O)F)C)F (S)-2-(4,4-difluoro-3-methylpiperidin-1-yl)-7-fluoro-N-(2-sulfamoylpyridin-4-yl)quinoline-3-carboxamide